2-((3S,5R,6S)-5-(3-Chlorophenyl)-6-(5-chloropyridin-2-yl)-3-methyl-2-oxo-1-(pentan-3-yl)piperidin-3-yl)acetic Acid ClC=1C=C(C=CC1)[C@H]1C[C@@](C(N([C@@H]1C1=NC=C(C=C1)Cl)C(CC)CC)=O)(C)CC(=O)O